ClC=1C=C(C=CC1F)NC([O-])=O (3-chloro-4-fluorophenyl)carbamate